Cl.COC1=CC=C(C=N1)CN1[C@@H]2COC[C@H]1CNC2 (1S,5R)-9-[(6-methoxy-3-pyridyl)methyl]-3-oxa-7,9-diazabicyclo[3.3.1]nonane hydrochloride